C(C)N1CCN(CC1)C=1C=CC=2N(C(C=C(N2)C2=NN3C(C=NC(=C3)C)=C2)=O)C1 7-(4-ethylpiperazin-1-yl)-2-(6-methylpyrazolo[1,5-a]pyrazin-2-yl)-4H-pyrido[1,2-a]pyrimidin-4-one